FCC(CF)N1N=NC2=C1C=C(C=C2)C=2C(=CN1N=C(N=C(C12)OC)N[C@@H]1[C@H](CN(CC1)CCOC)F)F 5-(1-(1,3-difluoropropan-2-yl)-1H-benzo[d][1,2,3]triazol-6-yl)-6-fluoro-N-((3S,4S)-3-fluoro-1-(2-methoxyethyl)piperidin-4-yl)-4-methoxypyrrolo[2,1-f][1,2,4]triazin-2-amine